NCC1=CC(=C(C=C1)NC(=O)C1=CC2=C(OCCC3=C2SC=C3)C=C1C=1C(=NC(=CC1)C(NCCC)=O)C(=O)O)OCCCC(C)C 3-(9-((4-(aminomethyl)-2-((4-methylpentyl)oxy)phenyl)carbamoyl)-4,5-dihydrobenzo[b]thieno[2,3-d]oxepin-8-yl)-6-(propylcarbamoyl)picolinic acid